6-(5-(Azetidin-3-ylmethoxy)-3-isopropyl-1H-indol-2-yl)-7,8-dimethyl-[1,2,4]triazolo[4,3-a]pyridin N1CC(C1)COC=1C=C2C(=C(NC2=CC1)C=1C(=C(C=2N(C1)C=NN2)C)C)C(C)C